dicobalt phosphide [P-3].[P-3].[Co+2].[Co+2].[Co+2]